2-{[6-butyl-4-(4-carbamoylphenyl)quinolin-2-yl](methyl)amino}acetic acid C(CCC)C=1C=C2C(=CC(=NC2=CC1)N(CC(=O)O)C)C1=CC=C(C=C1)C(N)=O